FC(CO[C@@H]1[C@@H](CCC1)NC1=C(C(OC(=C1)C(=O)NC=1SC(=NN1)N1N=CC=C1C)=O)OC)F 4-(((1R,2S)-2-(2,2-difluoroethoxy)cyclopentyl)amino)-3-methoxy-N-(5-(5-methyl-1H-pyrazol-1-yl)-1,3,4-thiadiazol-2-yl)-2-oxo-2H-pyran-6-carboxamide